(((2-chloro-9-isopropyl-9H-purin-6-yl)amino)methyl)-4,6-dimethylpyridine ClC1=NC(=C2N=CN(C2=N1)C(C)C)NCC1=NC(=CC(=C1)C)C